BrC(C)CCC 2-Bromopentan